C(CCCC)C1(C(CCC1)=O)C 2-Pentylmethylcyclopentanone